ClC=1C(=C(C=CC1F)[C@H](NC(=O)N1CC(NCC1)=O)C=1C=NC(=C(C1)Cl)C(F)(F)F)F |o1:8| N-((R or S)-(3-chloro-2,4-difluorophenyl)(5-chloro-6-(trifluoro-methyl)pyridin-3-yl)methyl)-3-oxopiperazine-1-carboxamide